bromo-nitropropane-diol BrC(C(O)(O)[N+](=O)[O-])C